FC(OC1=CC=C(C=C1)S(=O)(=O)N1CC2=C(C1)CN(C2)C(CN2N=NN=C2)=O)F 1-{5-[4-(Difluoromethoxy)benzenesulfonyl]-1H,2H,3H,4H,5H,6H-pyrrolo[3,4-c]pyrrol-2-yl}-2-(1H-1,2,3,4-tetrazol-1-yl)ethan-1-one